N-(3-(7-fluoro-5-oxo-1-thioxo-1,2-dihydro-[1,2,4]triazolo[4,3-a]quinazolin-4(5H)-yl)propyl)-2-(3-fluorophenyl)acetamide FC=1C=C2C(N(C=3N(C2=CC1)C(NN3)=S)CCCNC(CC3=CC(=CC=C3)F)=O)=O